[2H]COC=1C(=CC=NC1)C1=C(C=NC(=C1)C)C(=O)N 5'-deuteromethoxy-6-methyl-[4,4'-bipyridine]-3-carboxamide